(γ-methacryloxypropyl)methyldiethoxysilane C(C(=C)C)(=O)OCCC[Si](OCC)(OCC)C